4-(5-(4-(methylthio)-3-propoxyphenyl)pyridin-3-yl)-1,2-oxaborol-2-ol CSC1=C(C=C(C=C1)C=1C=C(C=NC1)C=1CB(OC1)O)OCCC